(2-(4-methylpiperazin-1-yl)ethyl)-2-(4-(methylthio)phenyl)-5-phenyloxazole-4-carboxamide CN1CCN(CC1)CCNC(=O)C=1N=C(OC1C1=CC=CC=C1)C1=CC=C(C=C1)SC